1-(3-(benzyloxy)-2-fluorophenyl)-2-(tert-butylamino)ethan-1-ol C(C1=CC=CC=C1)OC=1C(=C(C=CC1)C(CNC(C)(C)C)O)F